N-(4-(4-amino-1-(1-isobutyrylpiperidin-4-yl)-1H-pyrazolo[3,4-d]pyrimidin-3-yl)phenyl)-6-cyano-1-(4-fluorophenyl)-5-methyl-2-oxo-1,2-dihydropyridine-3-carboxamide NC1=C2C(=NC=N1)N(N=C2C2=CC=C(C=C2)NC(=O)C=2C(N(C(=C(C2)C)C#N)C2=CC=C(C=C2)F)=O)C2CCN(CC2)C(C(C)C)=O